COC1=NC(=NC(=N1)OC)NC(=O)C=1C(=C(C=CC1)S(=O)(=O)N)OCCOC [[(4,6-dimethoxy-1,3,5-triazin-2-yl)amino]carbonyl]-2-(2-methoxyethoxy)-benzenesulfonamide